C(CCCCCCCCCCCCCCCCC)[Si](OC)(OC)OC Octadecyl-(trimethoxy)Silane